6-amino-2-(3,5-dichloro-4-((1-isopropyl-5-methyl-6-oxo-1,6-dihydropyridin-3-yl)oxy)phenyl)-1,2,4-triazine NC1=CN=CN(N1)C1=CC(=C(C(=C1)Cl)OC1=CN(C(C(=C1)C)=O)C(C)C)Cl